1,17-heptadecanediol dimethacrylate C(C(=C)C)(=O)OCCCCCCCCCCCCCCCCCOC(C(=C)C)=O